4-(2-((6-methoxypyridin-3-yl)methyl)-1-oxo-1,2-dihydrophthalazin-6-ylsulfonyl)thiophene-2-carboxamide COC1=CC=C(C=N1)CN1C(C2=CC=C(C=C2C=N1)S(=O)(=O)C=1C=C(SC1)C(=O)N)=O